ClC=1C=C(C=C(C1OC=1C=C2C(C(NC2=CC1)=O)(F)F)Cl)NC(C(=O)OCC)=O ethyl 2-((3,5-dichloro-4-((3,3-difluoro-2-oxoindolin-5-yl) oxy) phenyl) amino)-2-oxoacetate